NC1=C(C=CC=C1C)C(=O)N1CC=2C(CC1)=C(N(N2)C)C2=CC=CC=C2 (2-amino-3-methylphenyl)(2-methyl-3-phenyl-2,4,5,7-tetrahydro-6H-pyrazolo[3,4-c]pyridin-6-yl)methanone